bis-epoxyethylene glycol diglycidyl ether C(C1CO1)OC12C(O1)(O2)OCC2CO2